[Na].CC(CCCC)(C)C1=C(C=C(C=C1)C)O 2-(1,1-dimethylpentyl)-5-methylphenol, sodium salt